oxo-1-(2-((tetrahydro-2H-pyran-2-yl)oxy)ethyl)-1,6-dihydropyridine-3-carboxylic acid O=C1C=CC(=CN1CCOC1OCCCC1)C(=O)O